thiadiazolo[5,4-b]pyridine N1=NSC2=NC=CC=C21